C(C)(C)(C)OC(NC[C@H]1CN(C[C@H]1F)C1=NC=CC(=N1)NC1=NNC(=C1)C1CC1)=O.COC1(CCCCC1)OC 1,1-dimethoxycyclohexane tert-butyl-N-[[(3S,4S)-1-[4-[(5-cyclopropyl-1H-pyrazol-3-yl)amino]pyrimidin-2-yl]-4-fluoro-pyrrolidin-3-yl]methyl]carbamate